(S)-N-(2,2-difluoro-1-(5-fluoro-6-(4-fluoro-2-(trifluoromethyl)phenyl)-1-(1-methylazetidin-3-yl)-1H-indol-3-yl)ethyl)cyclopropanesulfonamide FC([C@H](C1=CN(C2=CC(=C(C=C12)F)C1=C(C=C(C=C1)F)C(F)(F)F)C1CN(C1)C)NS(=O)(=O)C1CC1)F